N-(2-carbamoyl-4-chloro-6-methyl-phenyl)-2-(3-chloro-2-pyridyl)-5-[[5-(p-tolyl)tetrazol-2-yl]methyl]pyrazole-3-carboxamide C(N)(=O)C1=C(C(=CC(=C1)Cl)C)NC(=O)C=1N(N=C(C1)CN1N=C(N=N1)C1=CC=C(C=C1)C)C1=NC=CC=C1Cl